(anthracen-9-ylmethoxy)-4-oxobutanoic acid C1=CC=CC2=CC3=CC=CC=C3C(=C12)COC(C(=O)O)CC=O